[Si](C1=CC=CC=C1)(C1=CC=CC=C1)(C(C)(C)C)OCC(CO)C1=NC=CC=C1 3-[(tert-butyldiphenylsilyl)oxy]-2-(pyridin-2-yl)propan-1-ol